CC1=C(C=CC=C1C)C1=C(C=C2C(=N1)C(=NN2C(=O)OC(C)(C)C)C=2C=NC(=CC2)N2C[C@H]1N(CC2)C[C@@H](C1)O)OC tert-butyl 5-(2,3-dimethylphenyl)-3-(6-((7R,8aS)-7-hydroxyhexahydropyrrolo[1,2-a]pyrazin-2(1H)-yl)pyridin-3-yl)-6-methoxy-1H-pyrazolo[4,3-b]pyridine-1-carboxylate